(phenyl)(biphenylyl)[(phenyl)di(tert-butyl)indolocarbazolyl]triazine C1(=CC=CC=C1)C1=C(C(=NN=N1)C1=C2C(=C(C(=C1C(C)(C)C)C(C)(C)C)C1=CC=CC=C1)N=C1C=CC3=C4C=CC=CC4=NC3=C12)C1=C(C=CC=C1)C1=CC=CC=C1